2-(4-(2-methoxypyridin-4-yl)phenoxy)-4-methyl-5-nitropyridine COC1=NC=CC(=C1)C1=CC=C(OC2=NC=C(C(=C2)C)[N+](=O)[O-])C=C1